C\C=C\C Trans-2-Buten